6-(4-cyclopentylphenoxy)-N-methylnicotinamide C1(CCCC1)C1=CC=C(OC2=NC=C(C(=O)NC)C=C2)C=C1